(5-(6-((2-hydroxyethyl)(methyl)amino)-1H-benzo[d]imidazol-2-yl)-1H-pyrrol-3-yl)(2-(trifluoromethyl)phenyl)methanone formate C(=O)O.OCCN(C=1C=CC2=C(NC(=N2)C2=CC(=CN2)C(=O)C2=C(C=CC=C2)C(F)(F)F)C1)C